COC(=O)C1=CN(C(C=C1O)=O)C1(CC1)C 4-hydroxy-1-(1-methylcyclopropyl)-6-oxo-1,6-dihydropyridine-3-carboxylic acid methyl ester